BIS(2-HEXYLDECYL) 8,8'-((2-(METHYL(3-NONANAMIDOPROPYL)AMINO)ETHYL)AZANEDIYL)DIOCTANOATE CN(CCN(CCCCCCCC(=O)OCC(CCCCCCCC)CCCCCC)CCCCCCCC(=O)OCC(CCCCCCCC)CCCCCC)CCCNC(CCCCCCCC)=O